2,2',2''-(2-(4-(1-(4-(6-methyl-1,2,4,5-tetrazin-3-yl)phenoxy)-3,6,9,12,15,18,21,24,27,30,33-undecaoxahexatriacontan-36-amido)benzyl)-1,4,7-triazonane-1,4,7-triyl)triacetic acid CC1=NN=C(N=N1)C1=CC=C(OCCOCCOCCOCCOCCOCCOCCOCCOCCOCCOCCOCCC(=O)NC2=CC=C(CC3N(CCN(CCN(C3)CC(=O)O)CC(=O)O)CC(=O)O)C=C2)C=C1